(3-METHYLBUTOXY)ACETIC ACID CC(CCOCC(=O)O)C